ClC1N(C=C(N1C)Cl)C 2-chloro-1,3-dimethylchloroimidazole